Tert-butyl 7-(4-bromophenyl)-2,7-diazaspiro[3.5]nonane-2-carboxylate BrC1=CC=C(C=C1)N1CCC2(CN(C2)C(=O)OC(C)(C)C)CC1